2-((1s,2r)-1-(2-cyano-5-fluorophenyl)-1-(1-methyl-1H-pyrazol-4-yl)propan-2-yl)-5-hydroxy-N-(isoxazol-4-yl)-1-methyl-6-oxo-1,6-dihydropyrimidine-4-carboxamide C(#N)C1=C(C=C(C=C1)F)[C@H]([C@@H](C)C=1N(C(C(=C(N1)C(=O)NC=1C=NOC1)O)=O)C)C=1C=NN(C1)C